FC1=CC=C(C(=C1[C@H]([C@@H](C=1OC(NN1)=O)NS(=O)(=O)N1C(CCCC1)C1=CC=CC=C1)C)C)C N-((1S,2R)-2-(6-fluoro-2,3-dimethylphenyl)-1-(5-oxo-4,5-dihydro-1,3,4-oxadiazol-2-yl)propyl)-2-phenylpiperidine-1-sulfonamide